(R)-2-methoxy-5-(piperidin-3-yl)pyridine COC1=NC=C(C=C1)[C@@H]1CNCCC1